potassium (((4R,5R)-1-(tert-butoxycarbonyl)-5-(4-(tert-butoxycarbonyl)phenyl)azepan-4-yl)methyl)trifluoroborate C(C)(C)(C)OC(=O)N1CC[C@H]([C@@H](CC1)C1=CC=C(C=C1)C(=O)OC(C)(C)C)C[B-](F)(F)F.[K+]